2-oxo-8-(1-phenyl-1,2,3-triazol-4-yl)-1H-quinoline-3-carboxamide O=C1NC2=C(C=CC=C2C=C1C(=O)N)C=1N=NN(C1)C1=CC=CC=C1